ClC=1C=C2C(=CN1)N(C(=C2)C=2C(=NC=CC2)C)C 3-[5-chloro-1-methylpyrrolo[2,3-c]pyridin-2-yl]-2-methylpyridine